C1C=CNCC1C(=O)N tetrahydropyridine-3-carboxamide